(α-ethylbenzyl)-3-methyl-2-phenylquinoline-4-carboxamide C(C)C(C1=CC=CC=C1)C1=C2C(=C(C(=NC2=CC=C1)C1=CC=CC=C1)C)C(=O)N